(5-chloro-3-cyclopropylpyrazolo[1,5-a]pyrimidin-7-yl)(4-(thiazol-2-yl)benzyl)carbamic acid tert-butyl ester C(C)(C)(C)OC(N(CC1=CC=C(C=C1)C=1SC=CN1)C1=CC(=NC=2N1N=CC2C2CC2)Cl)=O